COC(CCN1CCNCC1)OC 1-(3,3-dimethoxypropyl)piperazine